ethyl N-aminocarbamate NNC(OCC)=O